ClC=1C=C(O[C@@H]2C=3N(CCC2)N=C(N3)NC3[C@H]2CN(C[C@@H]3CC2)C2=CN=NC(=C2)C)C=C(C1)F (S)-8-(3-chloro-5-fluorophenoxy)-N-((1R,5S,8S)-3-(6-methylpyridazin-4-yl)-3-azabicyclo[3.2.1]oct-8-yl)-5,6,7,8-tetrahydro-[1,2,4]triazolo[1,5-a]pyridin-2-amine